(benzyl)cysteine C(C1=CC=CC=C1)N[C@@H](CS)C(=O)O